2-sulfo-4,6-dinitroresorcin S(=O)(=O)(O)C1=C(O)C(=CC(=C1O)[N+](=O)[O-])[N+](=O)[O-]